BrC1=CC=CC=2C(=C(C3=CC=CC=C3C12)Cl)Cl 4-bromo-9,10-dichloro-phenanthrene